(S)-2-((tert-butyloxycarbonyl)amino)-3-cyclobutylpropionic acid C(C)(C)(C)OC(=O)N[C@H](C(=O)O)CC1CCC1